C(C)(C)(C)OC(=O)N1C[C@@H]2N(CC1)C(N(C2)C21CC(C2)(C1)C(NC)=O)=O (R)-2-(3-(methylcarbamoyl)bicyclo[1.1.1]Pentane-1-yl)-3-oxohexahydroimidazo[1,5-a]Pyrazine-7(1H)-carboxylic acid tert-butyl ester